ClC1=C(C2=C(N=N1)N(CCC2)[C@H]2CN(CCC2)C(=O)OC(C)(C)C)C tert-butyl (3R)-3-{3-chloro-4-methyl-5H,6H,7H-pyrido[2,3-c]pyridazin-8-yl}piperidine-1-carboxylate